2-[[6-(2,2-difluoro-[1,3]dioxolo[4,5-f][1,3]benzoxazol-6-yl)-5-ethylsulfanyl-3-pyridinyl]oxy]-2-methyl-propionitrile FC1(OC2=CC3=C(N=C(O3)C3=C(C=C(C=N3)OC(C#N)(C)C)SCC)C=C2O1)F